FC(C(=O)O)(F)F.C(C)#N acetonitrile 2,2,2-trifluoroacetate